ClC1=CC(N(S1(=O)=O)C1=C(C(=O)O)C=CC=C1)=O (5-chloro-1,1-dioxido-3-oxoisothiazol-2(3H)-yl)benzoic acid